C(C)N1CCN(CC1)C1=CC=CC(=N1)N1CC2(C1)CCN(CC2)C(=O)OC(C)(C)C tert-butyl 2-[6-(4-ethylpiperazin-1-yl)-2-pyridyl]-2,7-diazaspiro[3.5]nonane-7-carboxylate